chloro-10'-(4-(((1r,4r)-4-ethynylcyclohexyl)methyl)piperazin-1-yl)-5'H-spiro[cyclohexane-1,7'-indolo[1,2-a]quinazolin]-5'-one ClC1=CC=CC=2C(N=C3N(C12)C1=CC(=CC=C1C31CCCCC1)N1CCN(CC1)CC1CCC(CC1)C#C)=O